C1(=CC=CC=C1)[C@@H](C)S(=O)(=O)O |r| (+-)-phenylethanesulfonic acid